ClC=1C=C(C=2N(C1)C=C(N2)CN2C(C1=CC=CC=C1C2=O)=O)N2C(N(C(C2)=O)C)=O 2-((6-chloro-8-(3-methyl-2,4-dioxoimidazolidin-1-yl)imidazo[1,2-a]pyridin-2-yl)methyl)isoindoline-1,3-dione